ClC1=CC(=C(C=C1C#N)NS(=O)(=O)C=1C=C(C(=O)O)C=CC1C1CC1)O[C@H]1[C@H](CC1)O 3-(N-(4-chloro-5-cyano-2-(cis-2-hydroxycyclobutoxy)phenyl)sulfamoyl)-4-cyclopropylbenzoic acid